3-(5-aminopyridin-2-yl)benzoic acid tert-butyl ester C(C)(C)(C)OC(C1=CC(=CC=C1)C1=NC=C(C=C1)N)=O